(2S)-2-[(4-ethynylbenzoyl)amino]-3-phenylpropionic acid C(#C)C1=CC=C(C(=O)N[C@H](C(=O)O)CC2=CC=CC=C2)C=C1